C(C)(CCC)OC(C)CCC sec-pentyl ether